3,5-Dichloro-4-((6-oxo-1-(3-(trifluoromethyl)phenyl)-1,6-dihydropyridin-3-yl)oxy)benzene ClC=1C=CC=C(C1OC1=CN(C(C=C1)=O)C1=CC(=CC=C1)C(F)(F)F)Cl